O1C(CCC12OC(CC2)=O)=O 1,6-dioxaspiro(4.4)nonane-2,7-dione